OC1=CC=2C(C3=CC(=C(C=C3C(C2C=C1O)=O)O)O)=O 2,3,6,7-tetrahydroxyanthracene-9,10-dione